(R)-3-(acryloylthio)-2-aminopropanoic acid C(C=C)(=O)SC[C@@H](C(=O)O)N